3-((1r,4r)-4-(8-(5-cyclopropyl-2-ethoxy-4-(5-fluoropyridin-2-yl)benzyl)-2-oxo-1-oxa-3,8-diazaspiro[4.5]decan-3-yl)-1-methylcyclohexanecarboxamido)propane-1-sulfonic acid C1(CC1)C=1C(=CC(=C(CN2CCC3(CN(C(O3)=O)C3CCC(CC3)(C(=O)NCCCS(=O)(=O)O)C)CC2)C1)OCC)C1=NC=C(C=C1)F